[Si](C1=CC=CC=C1)(C1=CC=CC=C1)(C(C)(C)C)OC[C@@H]1[C@@H](C1)CCC1=C(C(=O)OC(C)(C)C)C=CC(=N1)Cl Tert-butyl 2-(2-((1R,2S)-2-(((tert-butyldiphenylsilyl) oxy) methyl) cyclopropyl) ethyl)-6-chloronicotinate